FC1([C@H]2C[C@@H](C[C@@H](C1)N2)N(C=2N=CC(=NC2)C2=C(C=C(C=C2)C=2C=NN(C2)C)O)C)F 2-(5-(((1S,3R,5R)-6,6-difluoro-8-azabicyclo[3.2.1]octan-3-yl)(methyl)amino)pyrazin-2-yl)-5-(1-methyl-1H-pyrazol-4-yl)phenol